OCC1C2(COC(O2)(C)C)CCO1 6-(hydroxymethyl)-2,2-dimethyl-1,3,7-trioxaspiro[4.4]nonane